phospho-aluminum chloride P(=O)(=O)[Al](Cl)Cl